FC=1C=C2C=C(N(C2=CC1)S(=O)(=O)C1=CC=C(C)C=C1)C(C(CC)C)O 1-(5-fluoro-1-tosyl-1H-indol-2-yl)-2-methylbutan-1-ol